(S)-8-(Cyclopropylmethyl)-N-(1-(5-(7-fluoro-1-methyl-2-oxo-1,2-dihydrochinolin-6-yl)oxazol-2-yl)-7-oxononyl)-1-oxa-2,8-diazaspiro[4.5]dec-2-en-3-carboxamid C1(CC1)CN1CCC2(CC(=NO2)C(=O)N[C@@H](CCCCCC(CC)=O)C=2OC(=CN2)C=2C=C3C=CC(N(C3=CC2F)C)=O)CC1